C1(CCCCC1)C=1C=2CCN(C(C2C(=C2C1OC(O2)(C)[C@@H]2CC[C@H](CC2)N(C)C)C)=O)CC=2C(NC(=CC2C)C)=O 9-cyclohexyl-6-((4,6-dimethyl-2-oxo-1,2-dihydropyridin-3-yl)methyl)-2-(trans-4-(dimethylamino)cyclohexyl)-2,4-dimethyl-7,8-dihydro-[1,3]dioxolo[4,5-g]isoquinolin-5(6H)-one